L-valyl-L-leucyl-glycyl-L-seryl-L-isoleucyl-L-lysyl-L-histidyl-L-valyl-L-leucyl-L-prolyl-L-histidyl-L-valyl-L-prolyl-L-valyl-L-isoleucyl-L-alanyl-L-glutamyl-L-lysyl-L-leucyl acetate C(C)(=O)OC([C@@H](NC([C@@H](NC([C@@H](NC([C@@H](NC([C@@H](NC([C@@H](NC([C@H]1N(CCC1)C([C@@H](NC([C@@H](NC([C@H]1N(CCC1)C([C@@H](NC([C@@H](NC([C@@H](NC([C@@H](NC([C@@H](NC([C@@H](NC(CNC([C@@H](NC([C@@H](N)C(C)C)=O)CC(C)C)=O)=O)CO)=O)[C@@H](C)CC)=O)CCCCN)=O)CC1=CNC=N1)=O)C(C)C)=O)CC(C)C)=O)=O)CC1=CNC=N1)=O)C(C)C)=O)=O)C(C)C)=O)[C@@H](C)CC)=O)C)=O)CCC(=O)O)=O)CCCCN)=O)CC(C)C)=O